4-(6-(3-(benzyloxy)azetidin-1-yl)pyridin-3-yl)-6-(2-hydroxy-2-methylpropoxy)pyrazolo[1,5-a]pyridine-3-carbonitrile C(C1=CC=CC=C1)OC1CN(C1)C1=CC=C(C=N1)C=1C=2N(C=C(C1)OCC(C)(C)O)N=CC2C#N